2-(methylsulfonyl)-4-(4,4,5,5-tetramethyl-1,3,2-dioxaborolan-2-yl)-1,3-thiazole CS(=O)(=O)C=1SC=C(N1)B1OC(C(O1)(C)C)(C)C